C(=O)C=1C=CC(=NC1)C1=C2CCN(C2=CC=C1)C(=O)OC(C)(C)C tert-butyl 4-(5-formylpyridin-2-yl)-2,3-dihydroindole-1-carboxylate